(2S)-N-((2R)-1-(((1R)-1-(4-chloro-2-fluorophenyl)ethyl)amino)-1-oxo-2-propanyl)-4-((3-cyano-1-azetidinyl)sulfonyl)-N-methyl-2-morpholinecarboxamide ClC1=CC(=C(C=C1)[C@@H](C)NC([C@@H](C)N(C(=O)[C@@H]1CN(CCO1)S(=O)(=O)N1CC(C1)C#N)C)=O)F